BrCC(C(CCCC1C(C1)C(=O)OCC)(C)C1=CC(=CC=C1)Br)=O Ethyl 2-(6-bromo-4-(3-bromophenyl)-4-methyl-5-oxohexyl)cyclopropane-1-carboxylate